COP(=O)(OC)CC(=O)C1N(C[C@H](C1)C1=C(C(=CC(=C1F)F)F)F)C(=O)OC(C)(C)C tert-butyl (4R)-2-(2-(dimethoxyphosphoryl)acetyl)-4-(2,3,5,6-tetrafluorophenyl)pyrrolidine-1-carboxylate